methyl (S)-2-(((benzyloxy)carbonyl) amino)-4-methylpent-4-enoate C(C1=CC=CC=C1)OC(=O)N[C@H](C(=O)OC)CC(=C)C